[5-[4-[4-chloro-3-[[1-(difluoromethyl)cyclopropyl] carbamoyl]phenyl]pyrazol-1-yl]-1-methyl-4-(trifluoromethyl)pyrazol-3-yl]1,1,1,2,3,3,3-heptafluoropropane-2-sulfonate ClC1=C(C=C(C=C1)C=1C=NN(C1)C1=C(C(=NN1C)OS(=O)(=O)C(C(F)(F)F)(C(F)(F)F)F)C(F)(F)F)C(NC1(CC1)C(F)F)=O